BrC1=C(C=C(C=C1)OC)CCN 2-(2-bromo-5-methoxyphenyl)ethan-1-amine